(S)-2-fluoro-4-(6-(1-methyl-1H-pyrrolo[2,3-b]pyridin-5-yl)-3-(pyrrolidin-3-ylmethyl)-3H-imidazo[4,5-c]pyridin-7-yl)benzonitrile FC1=C(C#N)C=CC(=C1)C=1C2=C(C=NC1C=1C=C3C(=NC1)N(C=C3)C)N(C=N2)C[C@@H]2CNCC2